NC1=CC=CC(=N1)S(=O)(=O)NC(=O)C=1C(=NC(=CC1)C=1C=NC(=CC1)OC(C)C)N1CCC(CC1)COC N-[(6-Amino-2-pyridyl)sulfonyl]-6-(6-isopropoxy-3-pyridyl)-2-[4-(methoxymethyl)-1-piperidyl]pyridin-3-carboxamid